3-{[(3R)-1-Methylpyrrolidin-3-yl]oxy}-5-(5-methyl-1,3-thiazol-2-yl)-N-{(1R)-1-[2-(trifluoromethyl)pyrimidin-5-yl]ethyl}benzamide CN1C[C@@H](CC1)OC=1C=C(C(=O)N[C@H](C)C=2C=NC(=NC2)C(F)(F)F)C=C(C1)C=1SC(=CN1)C